C1(=CC=CC=C1)N1C2=CC=CC=C2C=2C=C(C=CC12)C=1C=CC=2NC3=CC=CC=C3C2C1 3-(N-phenyl-9H-carbazol-3-yl)-9H-carbazole